BrC=1N=CC2=CC=CC(=C2C1)[N+](=O)[O-] 3-bromo-5-nitro-isoquinoline